6-(4,4,5,5-Tetramethyl-1,3,2-dioxaborolan-2-yl)-3,4-dihydroisoquinoline-2(1H)-carboxylic acid tert-butyl ester C(C)(C)(C)OC(=O)N1CC2=CC=C(C=C2CC1)B1OC(C(O1)(C)C)(C)C